C(C)(C)(C)OC(=O)N1C[C@@H](N(CC1)C)CN1N=C2N(C(=NC(=C2C2=CC(=NC(=C2)C)C)C2=CC=CC=C2)N)C1=O (R)-3-((5-amino-8-(2,6-dimethylpyridin-4-yl)-3-oxo-7-phenyl-[1,2,4]triazolo[4,3-c]pyrimidin-2(3H)-yl)methyl)-4-methylpiperazine-1-carboxylic acid tert-butyl ester